2,2'-azobis(2-ethoxysilane) N(=NC(C)O[SiH3])C(C)O[SiH3]